C(C)(C)(C)OC(=O)N1CCC(CC1)C(=O)N1CCN(CC1)C(C1=C(C=C(C=C1)NC(=O)C=1N(C(=CN1)Br)C)Cl)=O 4-(4-(4-(5-bromo-1-methyl-imidazole-2-carboxamido)-2-chlorobenzoyl)piperazine-1-carbonyl)piperidine-1-carboxylic acid tert-butyl ester